C(C1=CC=CC=C1)NC(=O)[C@@]12NC([C@H]3[C@H]([C@@H]1N(C[C@@H]2C3)CC3=CC=C(C=C3)C)CC(C)C)=O |o1:10,13,14,15,18| (3S*,3aS*,6R*,7R*,7aS*)-N-benzyl-7-isobutyl-1-(4-methylbenzyl)-5-oxooctahydro-3aH-3,6-methanopyrrolo[3,2-b]pyridine-3a-carboxamide